BrC=1C=C2C=CC=NC2=CC1F 6-bromo-7-fluoro-quinoline